N-[2-cyclohexyloxy-4-nitrophenyl]methanesulfonamide C1(CCCCC1)OC1=C(C=CC(=C1)[N+](=O)[O-])NS(=O)(=O)C